(trifluoromethyl)pyridazin-4-amine FC(F)(F)C=1N=NC=CC1N